C(N)(=O)C1N(CCNC1)C(=O)[O-] 2-carbamoylpiperazine-1-carboxylate